6-oxo-10-(trifluoromethyl)-3,4-dihydro-2H,6H-[1,4]thiazepino[2,3,4-ij]quinazolin O=C1N2C3=C(C=C(C=C3C=N1)C(F)(F)F)SCCC2